(R)-N-(1-(2-fluoro-5-methylphenyl)-4,5,6,7-tetrahydro-1H-indazol-4-yl)-4,5,6,7-tetrahydrobenzo[c]isoxazole-3-carboxamide FC1=C(C=C(C=C1)C)N1N=CC=2[C@@H](CCCC12)NC(=O)C1=C2C(=NO1)CCCC2